(3R,10R)-3-((1H-pyrazol-1-yl)methyl)-7-((2S,5R)-4-acryloyl-2,5-dimethylpiperazin-1-yl)-9-chloro-10-(5-methyl-1H-indazol-4-yl)-2,3-dihydro-5H-[1,4]oxazino[2,3,4-ij]-quinazolin-5-one N1(N=CC=C1)C[C@@H]1COC=2C(=C(C=C3C(=NC(N1C23)=O)N2[C@H](CN([C@@H](C2)C)C(C=C)=O)C)Cl)C2=C3C=NNC3=CC=C2C